C1(=CC=C(C=C1)C(=O)NO)C(=O)NO benzene-1,4-bishydroxamic acid